4-(4-methoxyphenyl)-3H-1,2,3,5-dithiadiazole COC1=CC=C(C=C1)C=1NSSN1